methyl 2-((S)-1-bromopropyl)-1-(((S)-oxetan-2-yl) methyl)-1H-benzo[d]imidazole-6-carboxylate Br[C@@H](CC)C1=NC2=C(N1C[C@H]1OCC1)C=C(C=C2)C(=O)OC